COC(NCC1=C(C=CC(=C1)N1N=C(C=C1)C1=C(C=C(C=C1)C)C)C)=O {5-[3-(2,4-dimethylphenyl)-1H-pyrazol-1-yl]-2-methylbenzyl}carbamic acid methyl ester